2-((1-methoxypropan-2-yl)oxy)-6-methyl-3-nitropyridine COCC(C)OC1=NC(=CC=C1[N+](=O)[O-])C